FC=1C=C(C=CC1C1=CN=CO1)NC(=O)C1COC2=CC=C(C=C2C1)OC N-(3-fluoro-4-(oxazol-5-yl)phenyl)-6-methoxychromane-3-carboxamide